C(=C(\\C=C(\\C(=O)[O-])/[O-])/C(=O)[O-])\\C(=O)O The molecule is a tricarboxylic acid trianion resulting from deprotonation of the three carboxy groups of (2Z,4E)-4-carboxy-2-hydroxyhexa-2,4-dienedioic acid. It is a conjugate base of a (2Z,4E)-4-carboxy-2-hydroxyhexa-2,4-dienedioic acid.